OC1(CCC(CC1)N1C2=NC(=NC=C2N(C1=O)C)NC=1C(=CC2=C(CCO2)C1)C)C 9-(trans-4-hydroxy-4-methylcyclohexyl)-7-methyl-2-((6-methyl-2,3-dihydrobenzofuran-5-yl)amino)-7,9-dihydro-8H-purin-8-one